3-chloro-4-((2-(6-(4-methylpiperazine-1-carbonyl)naphth-2-yl)ethyl)amino)quinoline ClC=1C=NC2=CC=CC=C2C1NCCC1=CC2=CC=C(C=C2C=C1)C(=O)N1CCN(CC1)C